(hexahydro-1H-furo[3,4-b]pyrrol-1-yl)methanone N1(C2C(CC1)COC2)C=O